Cl.C1(CCC1)SCN1CCC(CC1)O ((cyclobutylthio)methyl)piperidine-4-ol hydrochloride